methylenetetrahydrophthalimide C=C1C2C(C(=O)NC2=O)C=CC1